1-((1-acryloyl-3-fluoroazetidin-3-yl)methyl-d2)-7-chloro-6-(6-fluoro-2-hydroxy-3-methylphenyl)-4-(2-isopropyl-4-methylpyridin-3-yl)-1,4-dihydropyrido[2,3-b]pyrazine-2,3-dione C(C=C)(=O)N1CC(C1)(F)C(N1C2=C(N(C(C1=O)=O)C=1C(=NC=CC1C)C(C)C)N=C(C(=C2)Cl)C2=C(C(=CC=C2F)C)O)([2H])[2H]